C1=CC=CC=2C3=CC=CC=C3C(C12)COC(=O)N1C(CC(C1)N(C)C)C(=O)O 1-(((9H-fluoren-9-yl)methoxy)carbonyl)-4-(dimethylamino)pyrrolidine-2-carboxylic acid